IC1=C(C=CC(=C1)C(=O)OCCC)NC(C1=CC(=CC(=C1)Cl)Cl)=O N-[2-iodo-4-(n-propoxycarbonyl)phenyl]-3,5-dichlorobenzamide